BrC1=C(C=C(C=C1)C=1C(=NC(=NC1)NC=1C=NN(C1)C1COCC1)NC=1C=C(C=CC1F)NC(C=C)=O)F N-(3-((5-(4-bromo-3-fluorophenyl)-2-((1-(tetrahydrofuran-3-yl)-1H-pyrazol-4-yl)amino)pyrimidin-4-yl)amino)-4-fluorophenyl)acrylamide